C(#N)[C@H](C[C@H]1C(NCCC1)=O)NC([C@H](CC1CC1)NC(OC(C)(C)C)=O)=O tert-butyl N-[(1S)-2-[[(1S)-1-cyano-2-[(3S)-2-oxo-3-piperidyl]ethyl]amino]-1-(cyclopropylmethyl)-2-oxo-ethyl]carbamate